[Si](C)(C)(C(C)(C)C)OCCCC(=O)N(C)OC 4-((tert-butyldimethylsilyl)oxy)-N-methoxy-N-methylbutanamide